C1(CC1)C1=C(C(=NO1)C1=C(C=NC=C1OC)F)C1=CC2(C1)CCN(CC2)C=2SC1=C(N2)C(=CC=C1)F 2-(2-(5-Cyclopropyl-3-(3-fluoro-5-methoxypyridin-4-yl)isoxazol-4-yl)-7-azaspiro[3.5]non-1-en-7-yl)-4-fluorobenzo[d]thiazol